1-(4-{5-[(2,6-dichlorophenyl)methoxy]pyrimidin-2-yl}piperazin-1-yl)ethanone ClC1=C(C(=CC=C1)Cl)COC=1C=NC(=NC1)N1CCN(CC1)C(C)=O